7-bromo-5-chloro-1-methyl-1H-indole-3-carbonyl chloride BrC=1C=C(C=C2C(=CN(C12)C)C(=O)Cl)Cl